(1R,3S)-Methyl 3-(1-(3,4-dichlorobenzyl)-3,7-dimethyl-2,6-dioxo-2,3,6,7-tetrahydro-1H-purin-8-ylamino)cyclopentanecarboxylate ClC=1C=C(CN2C(N(C=3N=C(N(C3C2=O)C)N[C@@H]2C[C@@H](CC2)C(=O)OC)C)=O)C=CC1Cl